C(C1=CC=CC=C1)N1CCC=2C(=CC(=NC2C1)OC[C@]12CCCN2C[C@@H](C1)F)N1C[C@@H](N(CC1)C(=O)[O-])CC#N (S)-4-(7-benzyl-2-(((2R,7aS)-2-fluorotetrahydro-1H-pyrrolizin-7a(5H)-yl)methoxy)-5,6,7,8-Tetrahydro-1,7-naphthyridin-4-yl)-2-(cyanomethyl)piperazine-1-carboxylate